phenyl (4-(trifluoromethoxy) phenyl)carbamate FC(OC1=CC=C(C=C1)NC(OC1=CC=CC=C1)=O)(F)F